ClCC1=CC=C(O1)C(=O)OCC ethyl 5-(chloromethyl)furan-2-carboxylate